N,N-bisMethylcarboxamide CN(C=O)C